C1(CCCC2=CC=CC=C12)NC=1C2=C(N=C(N1)C#N)C=CC=N2 4-(1,2,3,4-tetrahydronaphthalen-1-ylamino)pyrido[3,2-d]pyrimidine-2-carbonitrile